4-bromo-7-fluoro-2-iodo-1-tosyl-5-(trifluoromethyl)-1H-indole BrC1=C2C=C(N(C2=C(C=C1C(F)(F)F)F)S(=O)(=O)C1=CC=C(C)C=C1)I